(R)-6-fluoro-N-hydroxy-2,2-dimethyl-1,2,3,5,10,10a-hexahydropyrrolo[1,2-b]isoquinoline-8-carboxamide FC1=CC(=CC=2C[C@H]3N(CC12)CC(C3)(C)C)C(=O)NO